8-methyl-6-oxonon-7-enoic acid CC(=CC(CCCCC(=O)O)=O)C